ClCC([C@@H](C(=O)[O-])O)CC (S)-4-chloro-3-ethylhydroxybutyrate